ethyl 2-[(5-cyclopropyl-1,2,4-oxadiazol-3-yl)methyl]-8-methyl-4,5-dihydro-2H-furo[2,3-g]indazole-7-carboxylate C1(CC1)C1=NC(=NO1)CN1N=C2C3=C(CCC2=C1)OC(=C3C)C(=O)OCC